COC([C@H](CNC(CNC(C1=CC(=CC=C1)NC1=NC=CC=C1)=O)=O)NC(C1=C(C=CC=C1Cl)Cl)=O)=O.[F-].C(CCCCCCCCCCC)[N+]1=CC(=CC=C1)CCC 1-Dodecyl-3-propylpyridinium fluorid (S)-methyl-2-(2,6-dichlorobenzamido)-3-(2-(3-(pyridin-2-ylamino)benzamido)acetamido)propanoate